2-(isothiazol-3-yl)ethan-1-one S1N=C(C=C1)CC=O